O(OOOCCCCCCCCCCN)N tetraoxatetradecane-1,14-diamine